C(C1=CC=CC=C1)N1C[C@@H]([C@@H](CC1)C)NC (3R,4R)-(1-benzyl-4-methyl-piperidine-3-yl)-methylamine